NC1=NN(C=C1)C(=O)OC1=NC(=CC(=C1)CN1CCOCC1)C1=CC(=CC=C1)[N+](=O)[O-] (4-(morpholinomethyl)-6-(3-nitrophenyl) pyridin-2-yl) amino-1H-pyrazole-1-carboxylate